C(C)(C)OC1CN(C1)C(=O)NC1CCCCC2=C1C=CC(=C2)C2=NC(=NC=C2)NC=2C=NN(C2)CCOC 3-isopropoxy-N-(2-(2-((1-(2-methoxyethyl)-1H-pyrazol-4-yl)amino)pyrimidin-4-yl)-6,7,8,9-tetrahydro-5H-benzo[7]annulen-5-yl)azetidine-1-carboxamide